rac-1-(((3S,5S,6R)-6-Fluoro-5-methyl-1-oxaspiro[2.5]octan-5-yl)methyl)-1H-benzo[d]imidazole-6-carbonitrile F[C@H]1[C@](C[C@]2(CO2)CC1)(C)CN1C=NC2=C1C=C(C=C2)C#N |r|